C[C@@]12C=CC[C@H]1[C@@H]1CC=C3CCCC[C@]3(C)[C@H]1CC2 androsta-5,16-diene